NC=1NC(C=2N(C(N(C2N1)[C@@H]1O[C@@H](C[C@H]1O)[C@H](C)O)=O)CC#C)=O 2-Amino-9-((2R,3R,5S)-3-hydroxy-5-((S)-1-hydroxyethyl)tetrahydrofuran-2-yl)-7-(prop-2-yn-1-yl)-7,9-dihydro-1H-purine-6,8-dione